OC1(CC(C1)N1C2=C(C3=C1N=NC(=C3)C3=C(C=C(C=C3C)C(F)(F)F)O)OCC2)C 2-{8-[(1s,3s)-3-hydroxy-3-methylcyclobutyl]-7,8-dihydro-6H-furo[2',3':4,5]pyrrolo[2,3-c]pyridazin-3-yl}-3-methyl-5-(trifluoromethyl)phenol